C(OC(C)(C)C)(OC)=O tertiary-butyl methyl carbonate